NCC=1N=C2N(C(=NC=C2C2=CC(=NN2C)C)NCC2=C(C=CC3=C2CCO3)F)C1 2-(aminomethyl)-8-(1,3-dimethyl-1H-pyrazol-5-yl)-N-((5-fluoro-2,3-dihydrobenzofuran-4-yl)methyl)imidazo[1,2-c]pyrimidin-5-amine